2-{2-Fluoro-6-[(3S,4S)-3-hydroxy-4-(hydroxymethyl)piperidin-1-yl]pyridin-3-yl}-1H-indol-5-ol FC1=NC(=CC=C1C=1NC2=CC=C(C=C2C1)O)N1C[C@H]([C@@H](CC1)CO)O